ClC1=CN=C(C(=N1)N)C1=C(C(=CC=C1)Cl)Cl 6-chloro-3-(2,3-dichlorophenyl)pyrazine-2-amine